2-[3'-(dibenzothiophen-4-yl)biphenyl-3-yl]dibenzo[f,h]Quinoxaline C1=CC=C(C=2SC3=C(C21)C=CC=C3)C=3C=C(C=CC3)C3=CC(=CC=C3)C3=NC2=C1C(=C4C(=C2N=C3)C=CC=C4)C=CC=C1